6-chloro-3-(((1R)-1-(2-(6,6-difluoro-3-azabicyclo[3.1.0]hexan-3-yl)-3-ethyl-6-methyl-4-oxo-3,4-dihydroquinazolin-8-yl)ethyl)amino)picolinic acid ClC1=CC=C(C(=N1)C(=O)O)N[C@H](C)C=1C=C(C=C2C(N(C(=NC12)N1CC2C(C2C1)(F)F)CC)=O)C